rac-(1s,2r)-6,7-difluoro-1,2-dimethyl-2-(trifluoromethyl)-1,2-dihydro-4H-furo[2,3-c]chromen-4-one FC1=C(C=CC=2C3=C(C(OC12)=O)O[C@]([C@H]3C)(C(F)(F)F)C)F |r|